1-((6-(trifluoromethyl)pyridin-3-yl)methyl)-1,4,5,6-tetrahydrocyclopenta[c]pyrazol-4-amine FC(C1=CC=C(C=N1)CN1N=CC2=C1CCC2N)(F)F